FC(C1=CC=NO1)(F)F 5-(trifluoromethyl)isoxazole